FC1=CC=C(OC2CCN(CC2)C2=C(C(N(C3=CC=C(C=C23)C#N)C)=O)C#N)C=C1 4-[4-(4-fluorophenoxy)piperidin-1-yl]-1-methyl-2-oxo-1,2-dihydroquinoline-3,6-dinitrile